N4-methyl-N2-(1-methylpiperidin-4-yl)pyrido[2,3-d]pyrimidine-2,4-diamine CNC=1C2=C(N=C(N1)NC1CCN(CC1)C)N=CC=C2